N1C(=NC2=C1C=CC=C2)CNC2=NC(=NC=1N2N=CC1CC(F)(F)F)N1CCN(CC1)C N-[(1H-benzimidazol-2-yl)methyl]-2-(4-methylpiperazin-1-yl)-8-(2,2,2-trifluoroethyl)pyrazolo[1,5-a][1,3,5]triazin-4-amine